ClC=1C(=CC(=C(C1)N1CCN(CC1)C(=O)OC(C)(C)C)F)C1=C2C=C(NC2=C(C(=C1)C1=CCCN(C1)C(CCN1N=CC=C1)=O)F)C(N(C)C)=O tert-butyl 4-[5-chloro-4-[2-(dimethylcarbamoyl)-7-fluoro-6-[1-(3-pyrazol-1-ylpropanoyl)-3,6-dihydro-2H-pyridin-5-yl]-1H-indol-4-yl]-2-fluoro-phenyl]piperazine-1-carboxylate